5'-((3-methylpyridin-2-yl)methyl)-[1,1':3',1''-terphenyl]-2,2''-dicarboxylic acid dimethyl ester COC(=O)C=1C(=CC=CC1)C1=CC(=CC(=C1)CC1=NC=CC=C1C)C=1C(=CC=CC1)C(=O)OC